5-chloro-2-(4-fluorophenyl)-3-methyl-3H-imidazo[4,5-b]pyridine ClC1=CC=C2C(=N1)N(C(=N2)C2=CC=C(C=C2)F)C